ClC1=NC2=CC=C(C=C2C(=N1)N1CCC(CC1)C(=O)NC)C=1C(=NOC1C)C 1-(2-chloro-6-(3,5-dimethylisoxazol-4-yl)quinazolin-4-yl)-N-methylpiperidine-4-carboxamide